tert-butyl 5-(2-amino-5-(3-chloro-2-(methoxycarbonyl)phenoxy)pyridin-4-yl)isoindoline-2-carboxylate NC1=NC=C(C(=C1)C=1C=C2CN(CC2=CC1)C(=O)OC(C)(C)C)OC1=C(C(=CC=C1)Cl)C(=O)OC